C(C)(C)(C)N(C([O-])=O)C1=C(C=C(C=C1)N(CC1=CC(=CC=C1)C(F)(F)F)C(=O)OC(C)(C)C)N(C([O-])=O)C(C)(C)C.C1(=CC=CC=C1)[B-](C1=CC=CC=C1)(C1=CC=CC=C1)C1=CC=CC=C1.C[N+](CCCC)(CCCC)CCCC.C[N+](CCCC)(CCCC)CCCC.C[N+](CCCC)(CCCC)CCCC methyl-(tri-n-butyl)ammonium tetraphenyl-borate di-tert-butyl-(4-((tert-butoxycarbonyl)(3-(trifluoromethyl)benzyl)amino)-1,2-phenylene)dicarbamate